O1C(CCCC1)N1N=CC2=C1SC(=C2)C=2CCN(CC2)C(=O)OC(C)(C)C tert-butyl 4-[1-(oxan-2-yl) thieno[2,3-c]pyrazol-5-yl]-3,6-dihydro-2H-pyridine-1-carboxylate